O=C1C2=C(OCC3=C1C=CC=C3)C=CC(=C2)CC(=O)[O-] 11-oxo-6,11-dihydrodibenzo[b,e]oxepin-2-acetate